4-amino-1-[(4-chlorophenyl)methyl]-7-(1,4-dioxa-8-azaspiro[4.5]decan-8-yl)pyrido[3,2-d]pyrimidin-2-one NC=1C2=C(N(C(N1)=O)CC1=CC=C(C=C1)Cl)C=C(C=N2)N2CCC1(OCCO1)CC2